4-[3-chloro-4-(cyclopropylaminocarbonyl)aminophenoxy]-7-methoxy-6-quinolinecarboxamide methanesulfonate CS(=O)(=O)O.ClC=1C=C(OC2=CC=NC3=CC(=C(C=C23)C(=O)N)OC)C=CC1NC(=O)NC1CC1